C(CCCCCC)OCOCCCC(CC(CC(CC(CC(C)Cl)C)C)C)C 12-chloro-4,6,8,10-tetramethyltridecyl heptyloxymethyl ether